FC(CN1N=NC2=C1C=C(C=C2)C=2C=CN1N=C(N=C(C12)OC)N[C@@H]1[C@@H](CN(CC1)C(=O)N1CCCC1)F)F ((3R,4S)-4-((5-(1-(2,2-Difluoroethyl)-1H-benzo[d][1,2,3]triazol-6-yl)-4-methoxypyrrolo[2,1-f][1,2,4]triazin-2-yl)amino)-3-fluoropiperidin-1-yl)(pyrrolidin-1-yl)methanone